tetrabutylazanium trihydrate fluoride [F-].O.O.O.C(CCC)[N+](CCCC)(CCCC)CCCC